BrC1=C(C=CC=C1)C(C)(F)F 1-bromo-2-(1,1-difluoroethyl)benzene